4-{[3-(2-Chloro-pyridin-4-yl)-2,9-dimethyl-8,9-dihydro-7H-6-oxa-1,3a,4,9-tetraaza-cyclopenta[a]naphthalen-5-ylamino]-methyl}-4-fluoro-piperidine-1-carboxylic acid tert-butyl ester C(C)(C)(C)OC(=O)N1CCC(CC1)(F)CNC1=NN2C(C=3N(CCOC13)C)=NC(=C2C2=CC(=NC=C2)Cl)C